C(C)(C)(C)OC(=O)N[C@@H](CCCCNC(=O)OCC1=CC=CC=C1)C(=O)O N-tert-butoxycarbonyl-N'-benzyloxycarbonyl-L-lysine